tert-butyl (2'S,7R)-2-chloro-3-formyl-2'-methyl-spiro[4,5-dihydrothieno[2,3-c]pyran-7,4'-piperidine]-1'-carboxylate ClC1=C(C2=C(S1)[C@@]1(C[C@@H](N(CC1)C(=O)OC(C)(C)C)C)OCC2)C=O